tert-butyl (2S,4S)-4-[(2-chloro-4-methyl-pyrimidine-5-carbonyl)amino]-2-methyl-piperidine-1-carboxylate ClC1=NC=C(C(=N1)C)C(=O)N[C@@H]1C[C@@H](N(CC1)C(=O)OC(C)(C)C)C